1-(4-chlorophenoxy)-3,3-dimethyl-1-(1H-1,2,4-triazol-1-yl)butan-2-ol ClC1=CC=C(OC(C(C(C)(C)C)O)N2N=CN=C2)C=C1